C(C=C)(=O)OCCCCCCOC1=CC=C(C(=O)OC2=C(C=C(C=C2)OC(=O)C2CCC(CC2)CCCCCCC)C=NN(CCCCCC)C=2SC3=C(N2)C=CC=C3)C=C1 [2-[(1,3-benzothiazol-2-yl(hexyl)hydrazono)methyl]-4-(4-heptylcyclohexanecarbonyl)oxy-phenyl] 4-(6-prop-2-enoyloxyhexoxy)benzoate